CCCCCCCCCCCCCCC(=O)O[C@H](COC(=O)CCC/C=C\C/C=C\C/C=C\C/C=C\CCCCC)COP(=O)([O-])OCC[N+](C)(C)C 1-(5Z,8Z,11Z,14Z-eicosatetraenoyl)-2-pentadecanoyl-glycero-3-phosphocholine